FC1=C(C=CC=C1)S(=O)(=O)NNC(=O)C1=NC(=CC(=C1)N1N=CC(=C1)CNC(OC(C)(C)C)=O)C tert-butyl ((1-(2-(2-((2-fluorophenyl)sulfonyl)hydrazine-1-carbonyl)-6-methylpyridin-4-yl)-1H-pyrazol-4-yl)methyl)carbamate